C(C)(C)(C)OCCC(C(=O)O)N1C(C=C(C(=C1)OCCCCCCCCCCCCCC)C1=C(C=CC(=C1)Cl)C(CC)=O)=O 4-tert-butoxy-2-[4-(5-chloro-2-propionyl-phenyl)-2-oxo-5-(tridecylmethoxy)-1-pyridinyl]butanoic acid